[(3S)-3-(1H-1,2,4-Triazol-5-yl)pyrrolidin-1-yl]-[6-[[4-(trifluoromethyl)thiazol-2-yl]methyl]-2-azaspiro[3.3]heptan-2-yl]methanone N1N=CN=C1[C@@H]1CN(CC1)C(=O)N1CC2(C1)CC(C2)CC=2SC=C(N2)C(F)(F)F